[3-[(4-chlorophenyl)carbamoyl]-5,6-dihydro-4H-cyclopenta[b]thiophen-2-yl]oxetane-3-carboxamide ClC1=CC=C(C=C1)NC(=O)C=1C2=C(SC1C1OCC1C(=O)N)CCC2